ethyl 2-(2-((5-(3-(aminomethyl)phenyl)-7-methylbenzo[1,2-b:3,4-b']difuran-3-yl)methoxy)phenyl)acetate NCC=1C=C(C=CC1)C1=CC2=C(OC=C2COC2=C(C=CC=C2)CC(=O)OCC)C2=C1OC(=C2)C